4-((DIMETHYLAMINO)METHYL)PHENYLBORONIC ACID CN(C)CC1=CC=C(C=C1)B(O)O